FC=1C=C(OC2=CC(=C(C=C2)NC(OCC=2C(=C3C(N(CC3=CC2)C2C(NC(CC2)=O)=O)=O)O[C@H]2COCCC2)=O)F)C=C(C1)F [2-(2,6-dioxopiperidin-3-yl)-4-[(3R)-oxan-3-yloxy]-3-oxo-2,3-dihydro-1H-isoindol-5-yl]methyl N-[4-(3,5-difluorophenoxy)-2-fluorophenyl]carbamate